N,N-dimethyl-N,N-dipropylammonium bis(trifluoromethanesulfonyl)imide [N-](S(=O)(=O)C(F)(F)F)S(=O)(=O)C(F)(F)F.C[N+](CCC)(CCC)C